ClC=1C=C(C=C(C1OC1=NN(C(C=C1)=O)C(C)C)Cl)N1N=C(C(NC1=O)=O)C#N 2-[3,5-dichloro-4-[(1-isopropyl-6-oxo-1,6-dihydropyridazin-3-yl)oxy]phenyl]-3,5-dioxo-1,2,4-triazine-6-carbonitrile